lithium-tungsten-tin [Sn].[W].[Li]